3-((4-Hydroxy-1-((R)-3-phenylbutanoyl)piperidin-4-yl)methyl)-6-((2-((R)-2-methylpyrrolidin-1-yl)ethyl)amino)pyrimidin-4(3H)-one OC1(CCN(CC1)C(C[C@@H](C)C1=CC=CC=C1)=O)CN1C=NC(=CC1=O)NCCN1[C@@H](CCC1)C